decahydrofluorene C1CCC2=C3CCCCC3CC2C1